BrC1=CC=CC2=C1O[C@H](CO2)CNC(=O)C2CCOCC2 Tetrahydro-pyran-4-carboxylic acid ((S)-8-bromo-2,3-dihydro-benzo[1,4]dioxin-2-ylmethyl)-amide